1-(3-cyclobutoxyphenyl)ethan-1-one C1(CCC1)OC=1C=C(C=CC1)C(C)=O